BrC1=NC(=C(C(=C1NC(OC(C)(C)C)=O)Cl)C)C tert-Butyl (2-bromo-4-chloro-5,6-dimethylpyridin-3-yl)carbamate